Ds-tryptophan butyl ester C(CCC)OC([C@H](N)CC1=CNC2=CC=CC=C12)=O